[Si](C)(C)(C(C)(C)C)OCCN1CCCC12CCN(CC2)C(=O)OC(C)(C)C tert-butyl 1-[2-[tert-butyl (dimethyl) silyl] oxyethyl]-1,8-diazaspiro[4.5]decane-8-carboxylate